C(CCCCO)O pentan-1,5-diol